(4-(4-cyanophenyl)piperidine-1-carbonyl)-2-cyclobutyl-4-methylbenzoyl chloride C(#N)C1=CC=C(C=C1)C1CCN(CC1)C(=O)C=1C(=C(C(=O)Cl)C=CC1C)C1CCC1